(R)-2-(5-(((1-(2-chloropyridin-3-yl) ethoxy) carbonyl) amino)-1-methyl-1H-pyrazol-4-yl)-4-methylpyrimidin-5-ylmethylsulfonate ClC1=NC=CC=C1[C@@H](C)OC(=O)NC1=C(C=NN1C)C1=NC=C(C(=N1)C)CS(=O)(=O)[O-]